[C@@H]12N([C@H](C[C@H]2C1)C(=O)OCC)C(=O)OC(C)(C)C 2-tertbutyl 3-ethyl (1R,3R,5R)-2-azabicyclo[3.1.0]hexane-2,3-dicarboxylate